S1C(=CC=C1)C1=C2NC(=C1)C=C1C=CC(=N1)C=C1C=CC(N1)=CC=1C=CC(N1)=C2.[Fe] iron thiophenyl-porphyrin